N(=[N+]=[N-])CCOCCO[C@H]1CNCC1 (3R)-3-[2-(2-azidoethoxy)ethoxy]Pyrrolidine